2,4-dichloro-5-fluorobromobenzene C1=C(C(=CC(=C1Br)Cl)Cl)F